OCCOCC(COCCO)(COCCO)C 2,2'-((2-((2-hydroxyethoxy)methyl)-2-methylpropane-1,3-diyl)bis(oxy))bis(ethan-1-ol)